ClC1=C(C=CC(=C1)Cl)C=1OC=NN1 (2,4-dichlorophenyl)-1,3,4-oxadiazole